1-{(3,4-diethoxyphenyl)methylene}-6,7-diethoxy-1,2,3,4-tetrahydroisoquinoline hydrochloride Cl.C(C)OC=1C=C(C=CC1OCC)C=C1NCCC2=CC(=C(C=C12)OCC)OCC